5-((1-ethyl-azepan-2-yl)methoxy)isobenzofuran-1(3H)-one C(C)N1C(CCCCC1)COC=1C=C2COC(C2=CC1)=O